Cl.Cl.FC1=CC(=CC2=CN(N=C12)C)C=1C=C(C(=NC1)C=1N=NC(=CC1)N1CCN(CC1)C)O 5-(7-fluoro-2-methyl-2H-indazol-5-yl)-2-[6-(4-methylpiperazin-1-yl)pyridazin-3-yl]pyridin-3-ol dihydrochloride